NCC=CC=1C(NC(N([C@H]2[C@H](O)[C@H](O)[C@@H](CO)O2)C1)=O)=O 5-(3-amino-1-propenyl)-uridine